(2S,6R)-2-((4-bromophenoxy)methyl)-6-(methoxymethyl)-1,4-dioxane BrC1=CC=C(OC[C@H]2O[C@@H](COC2)COC)C=C1